N,N-dimethyl-2-(2-(4-(2,4,4-trimethylpentane-2-yl)phenoxy)ethoxy)ethan-1-amine CN(CCOCCOC1=CC=C(C=C1)C(C)(CC(C)(C)C)C)C